NC1=C(C=2C(=NC=C(C2)C2CC2)N1C1=C(C(=CC=C1C)O)C)C(=O)N 2-amino-5-cyclopropyl-1-(3-hydroxy-2,6-dimethyl-phenyl)pyrrolo[2,3-b]pyridine-3-carboxamide